1-(7-hydroxy-2,3-dihydro-1H-inden-1-yl)naphthalen-2-ol OC=1C=CC=C2CCC(C12)C1=C(C=CC2=CC=CC=C12)O